2,5-dimethyl-4-(1-phenylethoxycarbonylamino)pyrazol CN1N=C(C(=C1)NC(=O)OC(C)C1=CC=CC=C1)C